C1=C(C=CC=2OC3=C(C21)C=CC=C3)[C@@H](CO)NC(OCCCC)=O butyl (S)-(1-(dibenzo[b,d]furan-2-yl)-2-hydroxyethyl)carbamate